ClC1=C(C(=CC(=C1)C(F)(F)F)C#N)N(C(C)=O)C N-[2-chloro-6-cyano-4-(trifluoromethyl)phenyl]-N-methyl-acetamide